(7R,14R)-11-(2-(2-hydroxy-2-methylpropyl)pyrimidin-5-yl)-6-(methyl-d3)-1-(prop-1-yn-1-yl)-6,7-dihydro-7,14-methanobenzo[f]benzo[4,5]imidazo[1,2-a][1,4]diazocin-5(14H)-one OC(CC1=NC=C(C=N1)C1=CC2=C(N=C3N2[C@H]2C4=C(C(N([C@@H]3C2)C([2H])([2H])[2H])=O)C=CC=C4C#CC)C=C1)(C)C